2-(4-(2-(2,6-dimethylpyridin-4-yl)-3-isopropyl-1H-indol-5-yl)piperidin-1-yl)-N-(2-methoxyethyl)-N-methylacetamide CC1=NC(=CC(=C1)C=1NC2=CC=C(C=C2C1C(C)C)C1CCN(CC1)CC(=O)N(C)CCOC)C